3,4-Difluoro-6-methyl-2-(6-methylhept-5-en-1-yl)phenyl trifluoromethanesulfonate FC(S(=O)(=O)OC1=C(C(=C(C=C1C)F)F)CCCCC=C(C)C)(F)F